hydroxy-5-methanesulfonyl-6-methyl-benzamide OC1=C(C(=O)N)C(=C(C=C1)S(=O)(=O)C)C